(4-(5-Chloropyridin-2-yl)-1-methyl-1H-pyrazol-3-yl)((2S,3R,6R)-2,6-dimethyl-3-(((5-(trifluoromethyl)pyrazin-2-yl)amino)methyl)morpholino)methanone ClC=1C=CC(=NC1)C=1C(=NN(C1)C)C(=O)N1[C@@H]([C@@H](O[C@@H](C1)C)C)CNC1=NC=C(N=C1)C(F)(F)F